CC1(OC(C2=C1C=C(C=C2)NC2=NC=C(C(=N2)N[C@H](CO)C2=CC=CC=C2)C(=O)NC(C)C)=O)C 2-[(3,3-dimethyl-1-oxo-1,3-dihydro-2-benzofuran-5-yl)amino]-4-{[(1S)-2-hydroxy-1-phenylethyl]amino}-N-(propan-2-yl)pyrimidine-5-carboxamide